C=CC=CCCCCC 1,3-nonadiene